[C@@H]1([C@H](O)[C@@H](O)[C@H](O)[C@H](O1)CO)C1=CC(=C(C=C1)Cl)CC=1SC(=CC1)C1=NC(=CC=C1)F 1-(β-D-glucopyranosyl)-4-chloro-3-[5-(6-fluoro-2-pyridyl)-2-thienylmethyl]benzene